COC1=NC(=NN2C1=C(C=C2)C=2C=CC1=C(N(N=N1)CC(F)(F)F)C2)NC2CCN(CC2)C2COC2 4-methoxy-N-(1-(oxetan-3-yl)piperidin-4-yl)-5-(1-(2,2,2-trifluoroethyl)-1H-benzo[d][1,2,3]triazol-6-yl)pyrrolo[2,1-f][1,2,4]triazin-2-amine